thiocyanatoindolizine S(C#N)C=1C=CN2C=CC=CC12